2,2-dimethyl-1-(5-(o-tolyl)-4,5-dihydro-1H-pyrazol-1-yl)propan-1-one CC(C(=O)N1N=CCC1C1=C(C=CC=C1)C)(C)C